C(C)(C)(C)OCC ethyl tert-butyl ether